tert.-Butyl-5-{[2-(4-isopropylphenyl)imidazo[1,2-a]-pyridin-3-yl]methyl}-2,5-diazabicyclo[2.2.2]octan-2-carboxylat C(C)(C)(C)OC(=O)N1C2CN(C(C1)CC2)CC2=C(N=C1N2C=CC=C1)C1=CC=C(C=C1)C(C)C